FC[C@]1(C[C@]2(CNC(O2)=O)CCC1)CN1C=NC2=C1C=C(C=C2)C#N |r| rac-1-(((5S,7R)-7-(fluoromethyl)-2-oxo-1-oxa-3-azaspiro[4.5]decan-7-yl)methyl)-1H-benzo[d]imidazole-6-carbonitrile